(2R)-2-[5-(2-Cyclopropyl-5-methylphenyl)-1,2,4-oxadiazol-3-yl]-1,1-difluoro-6-azaspiro[2.5]octan-6-sulfonamid C1(CC1)C1=C(C=C(C=C1)C)C1=NC(=NO1)[C@@H]1C(C12CCN(CC2)S(=O)(=O)N)(F)F